BrC=1C=C(C=CC1)C(CC1=NN=CN1C)O[Si](C)(C)C(C)(C)C [1-(3-bromophenyl)-2-(4-methyl-1,2,4-triazol-3-yl)ethoxy]-tert-butyl-dimethyl-silane